FC1=CC(=C(OC2=C(C(=O)NC3=CC(NC=C3)=O)C=CC(=C2)C(F)(F)F)C=C1)OCCNS(=O)(=O)C 2-(4-fluoro-2-(2-(methylsulfonylamino)ethoxy)phenoxy)-N-(2-oxo-1,2-dihydropyridin-4-yl)-4-(trifluoromethyl)benzamide